C(C)(=O)C(C(C(C(=O)O)(CCCCCC)CCCCCC)(O)C(=O)O)(C(=O)O)CCCCCC acetyl-trihexylcitric acid